Lithium-copper chloride [Cu](Cl)Cl.[Li]